6-hydroxynorbornene OC1CC2C=CC1C2